CC1=NN(C(=C1)C1=C(N)C=CC=C1)C1=CC=CC=C1 2-(3-methyl-1-phenyl-1H-pyrazol-5-yl)aniline